C(C)(=O)N[C@H]1[C@@H](O)O[C@@H]([C@H]([C@@H]1O)O)CO N-Acetyl-α-D-glucosamin